2-(2-amino-4-methoxy-pyrimidin-5-yl)oxyacetonitrile NC1=NC=C(C(=N1)OC)OCC#N